[C@H]12COC[C@@H]2C1NC(=O)C1=CC(=C2C(=N1)C(CO2)C2=CC(=CC=C2)O)C(=O)NC (+/-)-N5-((1R,5S,6r)-3-Oxabicyclo[3.1.0]hexan-6-yl)-3-(3-hydroxyphenyl)-N7-methyl-2,3-dihydrofuro[3,2-b]pyridine-5,7-dicarboxamide